6-mercaptomethylthio-1,3-dithian SCSC1CCSCS1